(1,2,3,4-tetrahydroquinolin-6-yl)-1-(p-tolyl)methanesulfonamide N1CCCC2=CC(=CC=C12)C(S(=O)(=O)N)C1=CC=C(C=C1)C